t-butyl sarcosinate hydrochloride Cl.N(C)CC(=O)OC(C)(C)C